(1-(4-(quinolin-2-yl)pyrimidin-2-yl)piperidin-4-yl)methanamine N1=C(C=CC2=CC=CC=C12)C1=NC(=NC=C1)N1CCC(CC1)CN